C1(=C(C=CC=C1)CNCC)C N-(o-tolylmethyl)ethanamine